C1NCC12CC(C2)CC2=NC(=NO2)C(F)(F)F 5-(2-azaspiro[3.3]heptane-6-ylmethyl)-3-(trifluoromethyl)-1,2,4-oxadiazole